COCCN1N=CC(=C1)COC1=CC=C(C=C1)C=1C=C(C(NC1C(F)(F)F)=O)C(=O)N 5-(4-((1-(2-Methoxyethyl)-1H-pyrazol-4-yl)methoxy)phenyl)-2-oxo-6-(trifluoromethyl)-1,2-dihydropyridine-3-carboxamide